2,3-dimethyl-indane CC1CC2=CC=CC=C2C1C